N1C=CC2=CC(=CC=C12)C(=O)N1CCOCC1 (1H-indol-5-yl)(morpholino)methanone